methyl 1-methyl-1-(2,2,2-trifluoroethyl)-1,3-dihydrofuro[3,4-c]pyridine-6-carboxylate CC1(OCC=2C=NC(=CC21)C(=O)OC)CC(F)(F)F